7-(2,4-dimethoxypyrimidin-5-yl)-5-fluoroquinoline-3-sulfonamide COC1=NC=C(C(=N1)OC)C1=CC(=C2C=C(C=NC2=C1)S(=O)(=O)N)F